ClC1=C(C(=CC=C1)F)C=1C(=C(N=NC1)C(=O)N)NC1=CC=C(C=C1)N1C(CN(CC1)C)=O (2-chloro-6-fluorophenyl)-4-((4-(4-methyl-2-oxopiperazin-1-yl)phenyl)amino)pyridazine-3-carboxamide